(Z)-1-(2-chloro-4-fluorophenyl)-N'-((1,4-dimethyl-1H-pyrazole-3-carbonyl)oxy)cyclopropane-1-carboximidamide ClC1=C(C=CC(=C1)F)C1(CC1)/C(/N)=N/OC(=O)C1=NN(C=C1C)C